COC(=O)C12C(C3C(CC1)O3)O2 4-epoxymethyl-3,4-epoxycyclohexanecarboxylate